N1N=CC(=C1)NC1=NN2C(C=N1)=CC=C2 N-pyrazol-4-yl-pyrrolo[2,1-f][1,2,4]triazin-2-amine